CC1(N(C(CCC1)(C)C)O)C 2,2,6,6-tetramethylpiperidol